2-chloro-4-fluoro-N-(2-methoxy-5-(4-(piperazin-1-yl)quinazolin-6-yl)pyridine-3-yl)benzenesulfonamide trifluoroacetate FC(C(=O)O)(F)F.ClC1=C(C=CC(=C1)F)S(=O)(=O)NC=1C(=NC=C(C1)C=1C=C2C(=NC=NC2=CC1)N1CCNCC1)OC